CN(C1=CC=C(C=C1)C=1C=CC=C2C=NC(=NC12)NC1=CC(=CC=C1)N1CCN(CC1)C)C 8-(4-(dimethylamino)phenyl)-N-(3-(4-methylpiperazin-1-yl)phenyl)quinazolin-2-amine